1-((3R,5R,8R,9S,10S,13S,14S,17S)-3-hydroxy-3-(methoxymethyl)-10,13-dimethylhexadecahydro-1H-cyclopenta[a]phenanthren-17-yl)-2-(1H-imidazol-1-yl-2-d)ethan-1-one O[C@@]1(CC[C@@]2([C@H]3CC[C@@]4([C@H](CC[C@H]4[C@@H]3CC[C@@H]2C1)C(CN1C(=NC=C1)[2H])=O)C)C)COC